3,3-dimethylhexane-1,6-diamine CC(CCN)(CCCN)C